2-((1s,2r,3r)-2-amino-3-fluorocyclohexyl)-5-chloro-3-methyl-N-(thiophen-2-ylmethyl)thieno[3,2-b]pyridin-7-amine N[C@@H]1[C@H](CCC[C@H]1F)C1=C(C2=NC(=CC(=C2S1)NCC=1SC=CC1)Cl)C